C(OCCS)COCCS 2,2'-(1,2-ethylenedioxy)diethyl mercaptan